BrC=1C=C2CC(CC2=CC1)(C(=O)OCC)NC(=O)OC(C)(C)C Ethyl 5-bromo-2-((tert-butoxycarbonyl)amino)-2,3-dihydro-1H-indene-2-carboxylate